[3-(3-chloro-2-piperazin-1-yl-6-quinolinyl)phenyl]methylamine dihydrochloride Cl.Cl.ClC=1C(=NC2=CC=C(C=C2C1)C=1C=C(C=CC1)CN)N1CCNCC1